3-amino-2-[(4-chlorophenyl)methyl]propan-1-ol hydrochloride Cl.NCC(CO)CC1=CC=C(C=C1)Cl